OCC1(C(C(C(CC1)O)O)O)O hydroxymethyl-1,2,3,4-cyclohexanetetrol